COC(C(CC=O)N(CCC(C)=S)CCC(C)=S)=O bis(2-(thioacetyl)ethyl)amino-4-oxobutanoic acid methyl ester